methoxyethyl-vinylether COCCOC=C